4-(4-cyano-3-(trifluoromethyl)phenyl)-N-(5-((1-((1-(4-((2,6-dioxopiperidin-3-yl)amino)-2-fluorophenyl)piperidin-4-yl)methyl)piperidin-4-yl)oxy)pyridin-2-yl)piperazine-1-carboxamide C(#N)C1=C(C=C(C=C1)N1CCN(CC1)C(=O)NC1=NC=C(C=C1)OC1CCN(CC1)CC1CCN(CC1)C1=C(C=C(C=C1)NC1C(NC(CC1)=O)=O)F)C(F)(F)F